NC/C(/COC1=CC=C(C=C1)S(=O)(=O)CC12CCC(CC1)(CC2)C(=O)N2CCC(CC2)(F)F)=C\F (E)-(4-(((4-((2-(aminomethyl)-3-fluoroallyl)oxy)phenyl)sulfonyl)methyl)bicyclo[2.2.2]octan-1-yl)(4,4-difluoropiperidin-1-yl)methanone